C(CCCCC)OC=1SC2=C(N1)C=CC=C2 2-(hexyloxy)-1,3-benzothiazole